FC1(CCC(CC1)C1=NC(=C(C=C1B1OC(C(O1)(C)C)(C)C)C(F)(F)F)C)F 2-(4,4-Difluorocyclohexyl)-6-methyl-3-(4,4,5,5-tetramethyl-1,3,2-dioxaborolan-2-yl)-5-(trifluoromethyl)pyridine